ClC=1C=C(C=CC1N1C(N(C=C1)C)=O)C1=C(C(=NC(=C1)C)C1=CN(C(C=C1)=O)C1CCNCC1)O 4-(3-chloro-4-(3-methyl-2-oxo-2,3-dihydro-1H-imidazol-1-yl)phenyl)-3-hydroxy-6-methyl-1'-(piperidin-4-yl)-[2,3'-bipyridin]-6'(1'H)-one